2-(2,4-dioxotetrahydropyrimidin-1(2H)-yl)-5-((4-(2-methyl-5-phenylthieno[2,3-d]pyrimidin-4-yl)piperidin-1-yl)methyl)isoindoline-1,3-dione O=C1N(CCC(N1)=O)N1C(C2=CC=C(C=C2C1=O)CN1CCC(CC1)C=1C2=C(N=C(N1)C)SC=C2C2=CC=CC=C2)=O